1-(8-Fluoro-6-oxo-1,2,3,4,5,6-hexahydrophenanthridin-1-yl)-1-methyl-3-(3,4,5-trifluorophenyl)urea FC=1C=C2C(NC=3CCCC(C3C2=CC1)N(C(=O)NC1=CC(=C(C(=C1)F)F)F)C)=O